3-((2,2,2-trifluoroethyl)imino)-1H-indol FC(CN=C1CNC2=CC=CC=C12)(F)F